FC1([C@@H]([C@@H](N(C1)C(C(C)C)=O)CC=1C(=C(C=CC1)C1=CC=CC=C1)F)NS(=O)(=O)C)F N-[(2S,3R)-4,4-difluoro-2-[(2-fluoro[1,1'-biphenyl]-3-yl)methyl]-1-(2-methylpropanoyl)pyrrolidin-3-yl]methanesulfonamide